(S)-3-(1'-((2-methyl-2H-indazol-6-yl)methyl-d2)-6-oxo-6,8-dihydro-2H,7H-spiro[furo[2,3-e]isoindol-3,4'-piperidin]-7-yl)piperidine-2,6-dione CN1N=C2C=C(C=CC2=C1)C(N1CCC2(CC1)COC1=C3CN(C(C3=CC=C12)=O)[C@@H]1C(NC(CC1)=O)=O)([2H])[2H]